C[C@H]1N(CCOC1)C1=CC(=C2C(=N1)C(=NS2)C2=CC(=NN2C2OCCCC2)C)N2N=NC=C2 (3R)-3-methyl-4-(3-(3-methyl-1-(tetrahydro-2H-pyran-2-yl)-1H-pyrazol-5-yl)-7-(1H-1,2,3-triazol-1-yl)isothiazolo[4,5-b]pyridin-5-yl)morpholine